dimethyl-Aniline methylmethacrylate COC(C(=C)C)=O.CN(C1=CC=CC=C1)C